(9-fluorenylmethoxycarbonyl)-L-isoleucine C1=CC=CC=2C3=CC=CC=C3C(C12)COC(=O)N[C@@H]([C@@H](C)CC)C(=O)O